racemic-7-(2-fluoro-3-(1-(1-(4-fluorophenyl)ethyl)-1H-pyrazol-4-yl)phenyl)-[1,2,4]triazolo[1,5-a]pyridin-2-amine FC1=C(C=CC=C1C=1C=NN(C1)[C@H](C)C1=CC=C(C=C1)F)C1=CC=2N(C=C1)N=C(N2)N |r|